N=1C=NN2C1C=C(C=C2)OC2=C(C=C(C=C2)NC2=NC=NN1C2=C(C=C1)N1CC(CCC1)N(C(C=C)=O)C)C N-(1-(4-((4-([1,2,4]triazolo[1,5-a]pyridin-7-yloxy)-3-methylphenyl)amino)pyrrolo[2,1-f][1,2,4]triazin-5-yl)piperidin-3-yl)-N-methylacrylamide